C(CCCCCCC)OC1=CC=C(C=C1)N(C1=CC=C(C=C1)C1=CC=C(N)C=C1)C1=CC=C(C=C1)OCCCCCCCC N,N-bis(4-octyloxyphenyl)benzidine